C1(=CC=CC=2SC3=C(C21)C=CC=C3)C3=C(C=CC=C3)C=3C(=C2C(=CC3)N=C3C=CC1=C4C=CC=CC4=NC1=C32)C3=NC(=CC(=N3)C3=CC=CC=C3)C3=CC=CC=C3 (dibenzothiophenylphenyl)(diphenylpyrimidinyl)indolocarbazole